aminoindanyl-triazolium NC1=NN[N+](=C1)C1CCC2=CC=CC=C12